NC1=NC=CC(=C1)C1=CC=C2C(N(C=NC2=C1)C(CO)C1=CC(=CC=C1)Cl)=O 7-(2-Aminopyridin-4-yl)-3-(1-(3-chlorophenyl)-2-hydroxyethyl)quinazolin-4(3H)-one